2-(1,3-di-tert-butyl-2-oxoimidazolidin-4-yl)-3-ethyl-N-(quinolin-8-yl)pentanamide C(C)(C)(C)N1C(N(C(C1)C(C(=O)NC=1C=CC=C2C=CC=NC12)C(CC)CC)C(C)(C)C)=O